tert-butyl (6-chloro-3-(2,2,2-trifluoroethyl)imidazo[1,2-b]pyridazin-8-yl)glycinate ClC=1C=C(C=2N(N1)C(=CN2)CC(F)(F)F)NCC(=O)OC(C)(C)C